BrC1=CC=CC=2N(C(NC21)=O)C2CCN(CC2)C(=O)NC2=CC=C(C=C2)OC 4-(4-Bromo-2-oxo-2,3-dihydro-1H-1,3-benzodiazol-1-yl)-N-(4-methoxyphenyl)piperidine-1-carboxamide